C(C)(C)(C)OC(=O)N([C@@H]1CN(CC1)C(=O)OCC1=CC=CC=C1)C1CC1 benzyl (3S)-3-[(tert-butoxycarbonyl)(cyclopropyl)amino]pyrrolidine-1-carboxylate